BrC=1C=C2C(=NN(C(C2=CC1)=O)CC(=O)O)SC 2-(6-bromo-4-methylsulfanyl-1-oxo-phthalazin-2-yl)acetic acid